N(C1=CC=CC=C1)C1=CC=C(C=C1)O para-anilinophenol